2-(2-ethyl-5,8-dioxo-6-{[(3R)-4-(propan-2-yl)morpholin-3-yl]methyl}-5,6,7,8-tetrahydro-4H-pyrazolo[1,5-a]pyrrolo[3,4-d]pyrimidin-4-yl)-N-(5-fluoropyridin-2-yl)acetamide C(C)C1=NN2C(N(C3=C(C2=O)CN(C3=O)C[C@H]3N(CCOC3)C(C)C)CC(=O)NC3=NC=C(C=C3)F)=C1